O[C@H]1[C@@]2([C@H](CC[C@@]2([C@@H]2CC[C@@H]3C[C@H](CC[C@@]3([C@H]2C1)C)NC(OCCN1CCOCC1)=O)O)C=1COC(C1)=O)C 2-morpholinoethyl ((3S,5R,8R,9S,10S,12R,13S,14S,17R)-12,14-dihydroxy-10,13-dimethyl-17-(5-oxo-2,5-dihydrofuran-3-yl)hexadecahydro-1H-cyclopenta[a]phenanthren-3-yl)carbamate